N-(4-((3R,4R)-3-amino-4-methylpyrrolidin-1-yl)-2-cyclopentyl-2H-indazol-5-yl)-1-(2,6-difluorophenyl)-6-oxo-1,6-dihydropyridazine-3-carboxamide N[C@H]1CN(C[C@H]1C)C=1C2=CN(N=C2C=CC1NC(=O)C1=NN(C(C=C1)=O)C1=C(C=CC=C1F)F)C1CCCC1